1,2,6-hexanetricarboxylic acid C(C(CCCCC(=O)O)C(=O)O)C(=O)O